methyl-7-azaspiro[3.5]nonane-2-carboxylate COC(=O)C1CC2(C1)CCNCC2